ClC=1C=NN(C1)C1=C(C=C(C=C1)NC(CC1=C(C=CC=C1)O)=O)S(N)(=O)=O N-[4-(4-chloro-1H-pyrazol-1-yl)-3-sulfamoylphenyl]-2-(2-hydroxyphenyl)acetamide